C1(=CC=C(C=C1)C(\C=C\C)=O)C (E)-1-(p-tolyl)but-2-en-1-one